2-morpholino-N-(pyridin-4-yl)pyrimidin-4-amine O1CCN(CC1)C1=NC=CC(=N1)NC1=CC=NC=C1